[Nd].[Pb] lead-neodymium